C12CC(CC(CC1)N2)OC=2C=C1C(=NC=NC1=CC2)NC2=C(C(=C(C=C2)OC2=CC=1N(C=C2)N=CN1)C)F 6-((exo-8-Azabicyclo[3.2.1]octan-3-yl)oxy)-N-(4-([1,2,4]triazolo[1,5-a]pyridin-7-yloxy)-2-fluoro-3-methylphenyl)quinazolin-4-amine